(R)-6-fluorochroman-2-carboxylic acid FC=1C=C2CC[C@@H](OC2=CC1)C(=O)O